4-[3-(cyano-methyl)-3-(3',5'-dimethyl-1H,1'H-4,4'-bi-pyrazol-1-yl)-azetidin-1-yl]-2,5-difluoro-N-[(1S)-2,2,2-trifluoro-1-methylethyl]-benzamide C(#N)CC1(CN(C1)C1=CC(=C(C(=O)N[C@H](C(F)(F)F)C)C=C1F)F)N1N=CC(=C1)C=1C(=NNC1C)C